BrC=1C=C2CC(NC2=CC1)=O 5-bromo-2-oxoindoline